N-[(5-chlorothiophen-2-yl)methyl]-3-{1-[2,2,2-trifluoro-1-(pyridin-2-yl)ethyl]piperidin-4-yl}-1H-pyrazol-5-amine ClC1=CC=C(S1)CNC1=CC(=NN1)C1CCN(CC1)C(C(F)(F)F)C1=NC=CC=C1